L-threofuranosyl-cytidine C1([C@H](O)[C@@H](O)CO1)[C@@]1([C@H](O)[C@H](O)[C@@H](CO)O1)N1C(=O)N=C(N)C=C1